CN(C)CC1(CC1)COC1=NC2=C(C(=C(C=C2C(=N1)N1CC2CCC(C1)N2C(=O)OC(C)(C)C)F)C2=CC(=CC1=CC=CC=C21)O)F tert-butyl 3-[2-[[1-[(dimethylamino) methyl] cyclopropyl] methoxy]-6,8-difluoro-7-(3-hydroxy-1-naphthyl) quinazolin-4-yl]-3,8-diazabicyclo[3.2.1]octane-8-carboxylate